Cl[C@@H](CN(C(C)C)CC=1C(=NN(C1C)C)I)C (2R)-2-chloro-N-[(3-iodo-1,5-dimethyl-pyrazol-4-yl)methyl]-N-isopropyl-propan-1-amine